3-[2-chloro-5-(1-isopropyl-6-oxo-3-pyridyl)phenyl]-2-[(2,2-difluoro-2-phenyl-acetyl)amino]-N-[4-(4-methyl-1,2,4-triazol-3-yl)phenyl]propanamide ClC1=C(C=C(C=C1)C1=CN(C(C=C1)=O)C(C)C)CC(C(=O)NC1=CC=C(C=C1)C1=NN=CN1C)NC(C(C1=CC=CC=C1)(F)F)=O